C(C=C)(=O)N1C[C@@H](N(C[C@H]1C)C1=NC(=NC=C1C1=CCC(CC1)C(=O)N1[C@@H](CCC1)C#N)NC=1C=NN(C1)C)C (2S)-1-(4-(4-((2S,5R)-4-propenoyl-2,5-dimethylpiperazin-1-yl)-2-((1-methyl-1H-pyrazol-4-yl)amino)pyrimidin-5-yl)cyclohex-3-ene-1-carbonyl)pyrrolidine-2-carbonitrile